3-[4-({2,3-dimethoxy-6H,7H,8H,9H-cyclohexa[b]1,5-naphthyridin-10-yl}amino)piperidin-1-yl]propanenitrile COC=1N=C2C(=C3C(=NC2=CC1OC)CCCC3)NC3CCN(CC3)CCC#N